N-(2-chlorophenyl)-4-((2-((4-(((1r,4r)-4-((4-(4-((2,6-dioxopiperidin-3-yl)amino)phenyl)piperazin-1-yl)methyl)cyclohexyl)carbamoyl)phenyl)amino)-5-fluoropyrimidin-4-yl)amino)benzamide ClC1=C(C=CC=C1)NC(C1=CC=C(C=C1)NC1=NC(=NC=C1F)NC1=CC=C(C=C1)C(NC1CCC(CC1)CN1CCN(CC1)C1=CC=C(C=C1)NC1C(NC(CC1)=O)=O)=O)=O